C1[C@H](O)[C@@H](O)[C@H](O)[C@H](O1)C(=O)O 1-deoxy-β-D-glucopyranuronic acid